C(C1=CC=CC=C1)OC(=O)NCCC1=CC=C(C=C1)N1CC2CCC(C1)N2C(=O)OC(C)(C)C tert-Butyl 3-(4-(2-(((benzyloxy)carbonyl)amino)ethyl)phenyl)-3,8-diazabicyclo[3.2.1]octane-8-carboxylate